methyl 2-[acetyl-[2-ethylsulfonyl-4-(trifluoro-methyl)benzoyl]amino]-5-(trifluoromethoxy)benzoate C(C)(=O)N(C1=C(C(=O)OC)C=C(C=C1)OC(F)(F)F)C(C1=C(C=C(C=C1)C(F)(F)F)S(=O)(=O)CC)=O